(cis-2,6-dimethylmorpholino)-2-methylquinazolin-4-yl 2,4,6-triisopropylbenzenesulfonate C(C)(C)C1=C(C(=CC(=C1)C(C)C)C(C)C)S(=O)(=O)OC1=NC(=NC2=CC=CC(=C12)N1C[C@@H](O[C@@H](C1)C)C)C